C1(CCCCC1)[C@@H](C(=O)N1[C@@H](CCC1)C=1SC=C(N1)C(C1=CC(=CC=C1)O)=O)NC(=O)[C@H](C)N(C(OC(C)(C)C)=O)C tert-butyl N-[(1S)-1-{[(1S)-1-cyclohexyl-2-[(2S)-2-[4-(3-hydroxybenzoyl)-1,3-thiazol-2-yl]pyrrolidin-1-yl]-2-oxoethyl]carbamoyl}ethyl]-N-methylcarbamate